4-((2s,4r)-4-ethoxy-1-(fluoro(5-methoxy-7-methyl-1H-indol-4-yl)methyl)piperidin-2-yl)benzoic acid C(C)O[C@H]1C[C@H](N(CC1)C(C1=C2C=CNC2=C(C=C1OC)C)F)C1=CC=C(C(=O)O)C=C1